(2R,4S)-2-ethyl-4-((3-(methylcarbamoyl)-7-(trifluoromethyl)thieno[3,2-b]pyridin-5-yl)oxy)piperidine-1-carboxylic acid tert-butyl ester C(C)(C)(C)OC(=O)N1[C@@H](C[C@H](CC1)OC1=CC(=C2C(=N1)C(=CS2)C(NC)=O)C(F)(F)F)CC